2-chloro-5-((1,3-dihydroisobenzofuran-4-yl)thio)pyrazine ClC1=NC=C(N=C1)SC1=C2COCC2=CC=C1